4-hydroxy-3-[(phenylimino)methyl]-2(1H)-quinolinone OC1=C(C(NC2=CC=CC=C12)=O)C=NC1=CC=CC=C1